1-Dodecyl-3-propylpyrrolium methansulfonat CS(=O)(=O)[O-].C(CCCCCCCCCCC)[NH+]1C=C(C=C1)CCC